8-methyl-7-phenyl-2-(prop-2-yn-1-ylsulfanyl)-3H-pyrazolo[1,5-a][1,3,5]triazin-4-one CC=1C(=NN2C1N=C(NC2=O)SCC#C)C2=CC=CC=C2